(1s,4s)-4-(5-chloro-4-((4-(((1r,4R)-4-hydroxy-4-methylcyclohexyl)oxy)-5-(trifluoromethyl)pyrimidin-2-yl)amino)-1H-pyrazol-1-yl)-1-(ethylimino)hexahydro-1λ6-thiopyran 1-oxide ClC1=C(C=NN1C1CCS(CC1)(=NCC)=O)NC1=NC=C(C(=N1)OC1CCC(CC1)(C)O)C(F)(F)F